NC1=C(C=C(C=C1)N1CCN(CC1)C(=O)OC(C)(C)C)C1CC1 tert-butyl 4-(4-amino-3-cyclopropylphenyl)piperazine-1-carboxylate